C(C)C(P(O)(O)=O)CC.C(C)OP(OCC)(=O)C.C1(CC1)COC=1C=C(C(=O)N)C=CC1OC(F)F 3-(cyclopropylmethoxy)-4-(difluoromethoxy)benzamide diethyl-methylphosphonate (Diethyl-methylphosphonate)